FC(C=1C=C(C=CC1)[C@H](C)O)(F)F (S)-1-(3-trifluoromethylphenyl)ethanol